C(C(=O)O)(=O)O.C(C)C1=COC2=C1C=CC=C2N2CCNCC2 1-(3-ethylbenzofuran-7-yl)piperazine oxalic acid salt